FC(C=1C=C(C=C(C1)C(F)(F)F)C1=NN(C=N1)\C=C/1\C(N(C(N1)=O)C)=O)(F)F (Z)-5-((3-(3,5-bis(trifluoromethyl)phenyl)-1H-1,2,4-triazol-1-yl)methylene)-3-Methylimidazoline-2,4-dione